BrC1=CC(=C(OC(COCCOCCNCCOCCOCCNC(CC[C@H](NC(CCCCCCCCCCCCCCCCC(=O)O)=O)C(=O)O)=O)=O)C(=C1)C(F)(F)F)S(N(C)C)(=O)=O (S)-1-(4-bromo-2-(N,N-dimethylsulfamoyl)-6-(trifluoromethyl)-phenoxy)-22-carboxy-1,19,24-trioxo-3,6,12,15-tetraoxa-9,18,23-triazahentetracontan-41-oic acid